3-(3,4-dihydro-isoquinolin-2(1H)-yl)-2-hydroxy-propyl-3-phenyl-piperidine C1N(CCC2=CC=CC=C12)CC(CN1CC(CCC1)C1=CC=CC=C1)O